CC(C(=O)O)(C(C)(C)C)C 2,2,3,3-tetramethylbutanoic acid